C1=C(C=CC2=CC=CC=C12)C=CCC(C(=O)C1=CC=CC=C1)C(=O)C1=CC=CC=C1 2-(3-(naphthalene-2-yl)allyl)-1,3-diphenylpropane-1,3-dione